COC1=NC(=CC(=C1)N)C 2-Methoxy-4-amino-6-methylpyridine